5-fluoro-2-(((tetrahydro-2H-pyran-4-yl)thio)methyl)-7-(3,3,3-trifluoro-2,2-dimethylpropoxy)quinazolin-4(3H)-one FC1=C2C(NC(=NC2=CC(=C1)OCC(C(F)(F)F)(C)C)CSC1CCOCC1)=O